N[C@H]1[C@@H]2N(C[C@H]1CC2)C(=O)C2=CC1=C(N(C(=N1)C=1N(C3=CC(=CC=C3C1)C1=CC(=C(C=C1)NS(=O)(=O)C)Cl)CC1CC1)C)C(=C2)OC N-[4-(2-{5-[(1R,4R,7R)-7-amino-2-azabicyclo[2.2.1]heptane-2-carbonyl]-7-methoxy-1-methyl-1H-1,3-benzodiazol-2-yl}-1-(cyclopropylmethyl)-1H-indol-6-yl)-2-chlorophenyl]methanesulfonamide